FC1=C(C(=CC=C1)F)NC1=NC(=NC(=N1)C(C)(C)F)N N4-(2,6-difluorophenyl)-6-(1-Fluoro-1-methylethyl)-1,3,5-triazine-2,4-diamine